O=CC1=C(CS(=O)(=O)[O-])C=CC=C1 2-oxomethylbenzylsulfonate